3-neopentylazetin-3-ol TFA salt OC(=O)C(F)(F)F.C(C(C)(C)C)C1(C=NC1)O